BrCCC1COC1 3-(bromoethyl)oxetane